[B].[B].S1C=CC2=C1C=CC=C2.S2C=CC1=C2C=CC=C1 benzodithiophene diboron